FC(C1=NC(=NO1)C1=C(C(=O)N(C2=CC=C(C=C2)C)C2=CC=CC=C2)C=CC=C1)F (5-(difluoromethyl)-1,2,4-oxadiazol-3-yl)-N-phenyl-N-(p-tolyl)benzamide